4-(benzo[d][1,3]dioxan-5-yl)-5-isobutylthiazol-2-amine O1COCC2=C1C=CC=C2C=2N=C(SC2CC(C)C)N